(R)-N-(1-(3-(2,2-difluoroethyl)-2-fluorophenyl)ethyl)-7-methoxy-2-methyl-6-(4-methylpiperazin-1-yl)pyrido[2,3-d]pyrimidin-4-amine FC(CC=1C(=C(C=CC1)[C@@H](C)NC=1C2=C(N=C(N1)C)N=C(C(=C2)N2CCN(CC2)C)OC)F)F